6-(6-oxo-1,6-dihydropyridin-3-yl)pyrazine-2-carboxamide O=C1C=CC(=CN1)C1=CN=CC(=N1)C(=O)N